N1N=C(C=C1)CN1N=CC2=C(C1=O)N(C1=C2SC(=N1)C(C1=NNC=C1)(F)F)C ((1H-pyrazol-3-yl)methyl)-2-(difluoro(1H-pyrazol-3-yl)methyl)-4-methyl-4,6-dihydro-5H-thiazolo[5',4':4,5]Pyrrolo[2,3-d]Pyridazin-5-one